lithium bis(methylsulfonyl)amide CS(=O)(=O)[N-]S(=O)(=O)C.[Li+]